FC1=CC=C(C=C1)C1=NNC=C1C1=C2N=C(N(C2=NC=N1)CC1=CC=C(C=C1)OC)C1=CC=CC=C1 6-[3-(4-fluorophenyl)-1H-pyrazol-4-yl]-9-[(4-methoxyphenyl)methyl]-8-phenylpurine